CC#CC=1C=C2C(C(=O)OC2=O)=CC1 4-(methylethynyl)phthalic anhydride